C(C)(C)(C)OC(=O)N1CC2CN(CC(C1)O2)C2=NC=C(C(=N2)C2=CC=C(C=C2)C#N)Cl tert-butyl-7-[5-chloro-4-(4-cyanophenyl)pyrimidin-2-yl]-9-oxa-3,7-diazabicyclo[3.3.1]nonane-3-carboxylate